1-(4-amino-5-((3,5-dimethoxyphenyl)ethynyl)-8,9-dihydropyrazino[1',2':1,5]pyrrolo[2,3-d]pyrimidin-7(6H)-yl)prop-2-en-1-one NC=1C2=C(N=CN1)N1C(=C2C#CC2=CC(=CC(=C2)OC)OC)CN(CC1)C(C=C)=O